FC=1C=CC(=C(C(=O)Cl)C1)OC 5-fluoro-2-methoxy-benzoyl chloride